OC1=C(C=O)C=C(C=C1)CN1CCN(CC1)C1=C(C=C(C=C1)C1=NC(=NO1)C=1C=NC=CC1)[N+](=O)[O-] hydroxy-5-((4-(2-nitro-4-(3-(pyridin-3-yl)-1,2,4-oxadiazol-5-yl)phenyl)piperazin-1-yl)methyl)benzaldehyde